O=C1NC(CCC1N1C(C2=CC(=C(C=C2C1=O)N1CCN(CC1)C(=O)OC(C)(C)C)F)=O)=O tert-butyl 4-[2-(2,6-dioxo-3-piperidyl)-6-fluoro-1,3-dioxo-isoindolin-5-yl]piperazine-1-carboxylate